C(C)(C)(C)OC(=O)N[C@H]1C=C[C@@](C1)(C(=O)[O-])CC1=CC(=CC=C1)C1=NC=C(C=N1)F (1R,4R)-4-((tert-butoxycarbonyl)amino)-1-(3-(5-fluoropyrimidin-2-yl)benzyl)cyclopent-2-ene-1-carboxylate